ClC=1C=C(C=2N(N1)C=CN2)[C@@H]2[C@H](C2)C2=CC=C1C=NN(C1=C2)C(C)C 6-chloro-8-[(1S,2S)-2-(1-isopropylindazol-6-yl)cyclopropyl]imidazo[1,2-b]pyridazine